distiborane [SbH4][SbH4]